BrN1CCCC1 1-bromopyrrolidine